N-(3-triethoxysilylpropyl)propane-2-imine C(C)O[Si](CCCN=C(C)C)(OCC)OCC